(M)-N-[2-[6-Chloro-4-[(2S,5R)-2,5-dimethyl-4-prop-2-enoyl-piperazin-1-yl]-1-(2-isopropyl-4-methyl-3-pyridyl)-2-oxo-pyrido[2,3-d]pyrimidin-7-yl]-3-fluoro-phenyl]-2,2-difluoro-acetamide ClC1=CC2=C(N(C(N=C2N2[C@H](CN([C@@H](C2)C)C(C=C)=O)C)=O)C=2C(=NC=CC2C)C(C)C)N=C1C1=C(C=CC=C1F)NC(C(F)F)=O